FC1=C(C(=CC=2N(C(=NC21)C)C)F)C#CC=2N=C(C1=C(N2)N2C(=C1)CN(CC2)C2=CC=C(C=C2)[N+](=O)[O-])N ((4,6-difluoro-1,2-dimethyl-1H-benzo[d]imidazol-5-yl)ethynyl)-7-(4-nitrophenyl)-6,7,8,9-tetrahydropyrazino[1',2':1,5]pyrrolo[2,3-d]pyrimidin-4-amine